6-(4,4,5,5-tetramethyl-1,3,2-dioxaborolan-2-yl)-1-(1-(2,4,4-trimethylpentan-2-yl)-1H-tetrazol-5-yl)-N-tritylhexan-1-amine CC1(OB(OC1(C)C)CCCCCC(NC(C1=CC=CC=C1)(C1=CC=CC=C1)C1=CC=CC=C1)C1=NN=NN1C(C)(CC(C)(C)C)C)C